ClC=1C(=C(C=CC1)C1=C(C=CC=C1OC)OC)P(C1CCCCC1)C1CCCCC1 chloro-(2-dicyclohexylphosphino-2',6'-dimethoxy-1,1'-biphenyl)